(S)-quinuclidin-3-yl (7-(2-fluoro-4-methoxyphenyl)-6-methoxy-3,3-dimethylchroman-4-yl)carbamate FC1=C(C=CC(=C1)OC)C1=C(C=C2C(C(COC2=C1)(C)C)NC(O[C@@H]1CN2CCC1CC2)=O)OC